ClC1=C(C=CC=C1)C1NCCC1 2-(2-chlorophenyl)tetrahydropyrrole